2-chloro-N-(2-(piperidin-1-yl)phenyl)acetamide ClCC(=O)NC1=C(C=CC=C1)N1CCCCC1